C(C)(C)(C)OOC(C)(C)C di-tert-butylperoxide